4-(9H-pyrrolo[2,3-b:4,5-c']dipyridin-2-yl)pyridin N1=C2C(=CC=C1C1=CC=NC=C1)C=1C=NC=CC1N2